tert-Butyl-4-{4-fluoro-3-[({[4-methyl-2-(piperidin-1-yl)phenyl](phenyl)methyl}carbamoyl)methyl]phenyl}piperazin-1-carboxylat C(C)(C)(C)OC(=O)N1CCN(CC1)C1=CC(=C(C=C1)F)CC(NC(C1=CC=CC=C1)C1=C(C=C(C=C1)C)N1CCCCC1)=O